2-(2-methyl-2-((triethylsilyl)oxy)propoxy)pyrimidin-5-amine CC(COC1=NC=C(C=N1)N)(C)O[Si](CC)(CC)CC